C(=O)(O)CCCOC1=CC=C2CC(C3(C2=C1)CCC(CC3)(C(=O)O)NC3=CC(=CC=C3)Cl)C[C@H](COC3=CC=NC=1CCC[C@H](C31)C)C 6'-(3-carboxypropoxy)-4-(3-chloroanilino)-2'-[(2R)-2-methyl-3-{[(5R)-5-methyl-5,6,7,8-tetrahydroquinolin-4-yl]oxy}propyl]-2',3'-dihydrospiro[cyclohexane-1,1'-indene]-4-carboxylic acid